3,5-dihydroxy-2,4,6-trinitrochlorobenzene lead salt [Pb].OC=1C(=C(C(=C(C1[N+](=O)[O-])O)[N+](=O)[O-])Cl)[N+](=O)[O-]